3-methylazetidin CC1CNC1